C(C1=CC=CC=C1)OC=1C(=NC=CC1NC(=O)OC(C)(C)C)C(=O)OC Methyl 3-(benzyloxy)-4-((tert-butoxycarbonyl)amino)pyridinecarboxylate